eugenyl citronellate C(CC(C)CCC=C(C)C)(=O)OC1=C(OC)C=C(CC=C)C=C1